O.[Ni+2].C(C)(=O)CC(C)=O acetylacetone nickel(II) hydrate